methyl 4-(4-(difluoromethyl)pyridin-2-yl)benzoate FC(C1=CC(=NC=C1)C1=CC=C(C(=O)OC)C=C1)F